4-(5-methyl-1H-pyrazol-3-yl)-2-(morpholin-4-yl)-8-(1H-pyrazol-5-yl)-1,7-naphthyridine CC1=CC(=NN1)C1=CC(=NC2=C(N=CC=C12)C1=CC=NN1)N1CCOCC1